trans-3-((3-cyclopropylpyridin-2-yl)oxy)-2,2-dimethyl-N-(1-methyl-4-(6-methylpyridin-3-yl)pyrrolidin-3-yl)propionamide C1(CC1)C=1C(=NC=CC1)OCC(C(=O)N[C@@H]1CN(C[C@H]1C=1C=NC(=CC1)C)C)(C)C